C(C1=CC=CC=C1)OC[C@]1(CN(CC1)C(C)(C)C1=CC=C(C=C1)Cl)CCC1=CC=C(C=C1)S(=O)(=O)C (R)-3-((benzyloxy)methyl)-1-(2-(4-chlorophenyl)propan-2-yl)-3-(4-(methylsulfonyl)phenethyl)pyrrolidine